3-((4-(5-chloro-3-methyl-2-(((5R)-5-methylmorpholin-2-yl)methyl)phenyl)pyrrolo[2,1-f][1,2,4]triazin-6-yl)methyl)-6,6-dimethyl-3-azabicyclo[3.1.0]hexane-2,4-dione hydrochloride Cl.ClC=1C=C(C(=C(C1)C1=NC=NN2C1=CC(=C2)CN2C(C1C(C1C2=O)(C)C)=O)CC2CN[C@@H](CO2)C)C